2-CARBAMOYL-4-(TRIFLUOROMETHYL)PHENYLBORONIC ACID C(N)(=O)C1=C(C=CC(=C1)C(F)(F)F)B(O)O